5-[4-(2,6-difluoro-4-nitrophenoxy)-1-{[2-(trimethylsilyl)ethoxy]methyl}-1H-pyrrolo[2,3-b]pyridin-3-yl]-2-methoxynicotinonitrile FC1=C(OC2=C3C(=NC=C2)N(C=C3C=3C=NC(=C(C#N)C3)OC)COCC[Si](C)(C)C)C(=CC(=C1)[N+](=O)[O-])F